CC1(NC(CC(C1)OC(CCCCCCCCCCCCCCC)=O)(C)C)C 2,2,6,6-tetramethylpiperidin-4-yl-hexadecanoate